CC1(COC(OC1)CC1=CC=C(C=C1)O[Si](C)(C)C)C=O 5-methyl-2-({4-[(trimethylsilyl)oxy]phenyl}methyl)-1,3-dioxane-5-carbaldehyde